O=S1(CCC(CC1)CN1N=C(C=C1)C1=C2C=C(N=CC2=C(N=C1)NC)NC(=O)C1CC1)=O N-(5-(1-((1,1-dioxidotetrahydro-2H-thiopyran-4-yl)methyl)-1H-pyrazol-3-yl)-8-(methylamino)-2,7-naphthyridin-3-yl)cyclopropanecarboxamide